FCCCN1CC(C1)C(=O)N1[C@@H]2C3=C([C@H](CC1)C2)C=CC(=C3)C3=CC=C(C=C3)C(F)(F)F (1-(3-Fluoropropyl)azetidin-3-yl)((1S,5R)-8-(4-(trifluoromethyl)phenyl)-1,3,4,5-tetrahydro-2H-1,5-methanobenzo[c]azepin-2-yl)methanone